FC(C)(F)C1=C(C=C(C=C1)CC(=O)O)F 2-(4-(1,1-difluoroethyl)-3-fluorophenyl)acetic acid